2-(3-hydroxy-3-methylbut-1-yn-1-yl)thieno[3,2-c]pyridin OC(C#CC1=CC=2C=NC=CC2S1)(C)C